CC1(OCC(CO1)OCC(COC1COC(OC1)(C)C)(N)COC1COC(OC1)(C)C)C 1,3-bis((2,2-dimethyl-1,3-dioxan-5-yl)oxy)-2-(((2,2-dimethyl-1,3-dioxan-5-yl)oxy)methyl)propan-2-amine